C(C1=CC=CC=C1)OC1=CC=C(C(=O)OC2=C(C(=CC(=C2)OC)OC)C(COC(C2=CC=C(C=C2)OCC2=CC=CC=C2)=O)=O)C=C1 [2-[2-(4-benzyloxybenzoyl)oxy-4,6-dimethoxy-phenyl]-2-oxo-ethyl]4-benzyloxybenzoate